C1(CC1)NS(=O)(=O)C1=CC=C(C=C1)CNC1=NC=NC(=C1F)N(CC1=CC=C(C=C1)C(F)(F)F)C1CC1 N-cyclopropyl-4-[[[6-[cyclopropyl-[[4-(trifluoromethyl)phenyl]methyl]amino]-5-fluoro-pyrimidin-4-yl]amino]methyl]benzene-sulfonamide